C(=CCCC)OB([O-])[O-] 1-pentenylborate